C1(=CC=CC=C1)C(=O)[C@H](O)C1=CC=CC=C1 (R)-benzoin